OC=1C=C2CC[C@@H]([C@@H](C2=CC1)C1=CC=C(C=C1)N1CCC(CC1)C=O)C1=CC=NC=C1 1-(4-((1R,2S)-6-hydroxy-2-(pyridine-4-yl)-1,2,3,4-tetrahydronaphthalen-1-yl)phenyl)piperidine-4-carbaldehyde